BrC=1C=C2C(=CN(C2=CC1)C(F)F)S(=O)(=O)C1=CC(=CC=C1)N1CCNCC1 5-bromo-1-(difluoromethyl)-3-((3-(piperazin-1-yl)phenyl)sulfonyl)-1H-indole